tert-butyl 4-[4-fluoro-5-([8-fluoro-2-methylimidazo[1,2-a]pyridin-6-yl]carbamoyl)thiophen-2-yl]-3,6-dihydro-2H-pyridine-1-carboxylate FC=1C=C(SC1C(NC=1C=C(C=2N(C1)C=C(N2)C)F)=O)C=2CCN(CC2)C(=O)OC(C)(C)C